CC(CC1=CC=C(C=C1)C1=C(C(=CC=C1)I)F)CCC 4'-(β-methylpentyl)-2-fluoroiodobiphenyl